N1=C(C=CC=C1)CN(CCN(CC1=NC=CC=C1)C(C(=O)O)C)CC1=NC=CC=C1 ((2-(bis(pyridin-2-ylmethyl)amino)ethyl)(pyridin-2-ylmethyl)amino)propionic acid